C1(=CC(=CC=C1)C1=C(C(C(=O)O)=C(C(=C1C1=CC=CC=C1)C1=CC=CC=C1)C1=CC=CC=C1)C(=O)O)C1=C(C(C(=O)O)=C(C(=C1C1=CC=CC=C1)C1=CC=CC=C1)C1=CC=CC=C1)C(=O)O m-phenylenebis(triphenylphthalic acid)